COC1=C(C(=CC(=C1)C(F)(F)F)C)C1=CC=C2C(=N1)N=CN2[C@H]2CNCCC2 (R)-5-(2-methoxy-6-methyl-4-(trifluoromethyl)phenyl)-1-(piperidin-3-yl)-1H-imidazo[4,5-b]pyridine